(R)-(4-((1-(3-amino-5-(trifluoromethyl)phenyl)ethyl)amino)-2-methyl-6-(methylamino)quinazolin-7-yl)(thiazolidine-3-yl)methanone NC=1C=C(C=C(C1)C(F)(F)F)[C@@H](C)NC1=NC(=NC2=CC(=C(C=C12)NC)C(=O)N1CSCC1)C